O[C@@H]1CNCCN([C@H]1CC(C)C)C(=O)OC(C)(C)C tert-Butyl (6R,7S)-6-hydroxy-7-isobutyl-1,4-diazepane-1-carboxylate